NCCC=1C=CC(=NC1)C1=C(C=C(C#N)C=C1)CN1C=NC(=C1)C1=CC=C(C=C1)F 4-[5-(2-aminoethyl)pyridin-2-yl]-3-[[4-(4-fluorophenyl)imidazol-1-yl]methyl]benzonitrile